4-amino-7-fluoro-8-(3-methoxy-1H-pyrazol-4-yl)-N-propylisoquinoline-3-carboxamide NC1=C(N=CC2=C(C(=CC=C12)F)C=1C(=NNC1)OC)C(=O)NCCC